COC1=CC=C(C=C1)S(=O)(=O)NC1=CC=C(C=C1)C=1C=CC=2N(N1)C(=CN2)C=2OC(=CC2)C 4-methoxy-N-(4-(3-(5-methylfuran-2-yl)imidazo[1,2-b]pyridazin-6-yl)phenyl)benzenesulfonamide